3-(5-(3-cyano-6-(((trifluoromethyl)sulfonyl)oxy)pyrazolo[1,5-a]pyridin-4-yl)pyridin-2-yl)-3,6-diazabicyclo[3.1.1]heptane-6-carboxylic acid tert-butyl ester C(C)(C)(C)OC(=O)N1C2CN(CC1C2)C2=NC=C(C=C2)C=2C=1N(C=C(C2)OS(=O)(=O)C(F)(F)F)N=CC1C#N